methyl N2-(tert-butoxycarbonyl)-N5-hexyl-D-glutaminate C(C)(C)(C)OC(=O)N[C@H](CCC(NCCCCCC)=O)C(=O)OC